COC1=C(CC=2C(=C(C(=O)N)C=C(C2)C)C)C(=CC=C1)OC (2,6-Dimethoxybenzyl)-2,5-dimethylbenzamide